(1-((4-(Pyridin-2-ylmethyl)piperidin-1-yl)methyl)cyclopropyl)methanamine N1=C(C=CC=C1)CC1CCN(CC1)CC1(CC1)CN